ClC=1C(=NC(=NC1)NC1CCOCC1)C1=CC=C2CN(C(C2=C1)=O)CC(=O)N[C@H](CO)C1=CC(=CC=C1)C(F)F 2-(6-{5-chloro-2-[(oxan-4-yl)amino]pyrimidin-4-yl}-1-oxo-2,3-dihydro-1H-isoindol-2-yl)-N-[(1S)-1-[3-(difluoromethyl)phenyl]-2-hydroxyethyl]-acetamide